bisulphate S([O-])(O)(=O)=O